2'-Amino-5-chloro-N-(6-(cyclopropylamino)-5-(trifluoromethyl)pyridin-3-yl)-2,4'-difluoro-[1,1'-Biphenyl]-4-carboxamide NC1=C(C=CC(=C1)F)C1=C(C=C(C(=C1)Cl)C(=O)NC=1C=NC(=C(C1)C(F)(F)F)NC1CC1)F